C(C1=CC=CC=C1)OC1=CC(=C(C=2N=C(OC21)C)Br)N(C(OC(C)(C)C)=O)CC=CCl tert-butyl (7-(benzyloxy)-4-bromo-2-methylbenzo[d]oxazol-5-yl)(3-chloroallyl)carbamate